N-(2-(3,3-difluoropyrrolidin-1-yl)-6-hydroxy-4-phenylpyridin-3-yl)-2-isopropylpyrimidine-5-carboxamide FC1(CN(CC1)C1=NC(=CC(=C1NC(=O)C=1C=NC(=NC1)C(C)C)C1=CC=CC=C1)O)F